2-cyano-pyridin C(#N)C1=NC=CC=C1